ICC(=O)NC1=CC=C(C=2SC=CC21)C(F)(F)F 2-iodo-N-(7-(trifluoromethyl)benzo[b]thiophen-4-yl)acetamide